N-(2-hydroxy-1-phenylethyl)-1H-pyrrole-3-carboxamide OCC(C1=CC=CC=C1)NC(=O)C1=CNC=C1